2-(5-((4-([1,1'-biphenyl]-3-yl)-5-chloropyrimidin-2-yl)amino)pyridin-3-yl)-8-(10-bromodecyl)-2,8-diazaspiro[4.5]decan-1-one C1(=CC(=CC=C1)C1=NC(=NC=C1Cl)NC=1C=C(C=NC1)N1C(C2(CC1)CCN(CC2)CCCCCCCCCCBr)=O)C2=CC=CC=C2